ClC=1C=CC(=C2CN(C(C12)=O)C)CC1CC2(CN(C2)CCCC2=CC=3N(C=C2F)C=NN3)C1 7-chloro-4-[[2-[3-(6-fluoro-[1,2,4]triazolo[4,3-a]pyridin-7-yl)propyl]-2-azaspiro[3.3]heptan-6-yl]methyl]-2-methyl-isoindolin-1-one